C(C)OCOC1=C(C=CC(=C1)C=O)C1=C(C(=C(N=N1)NC1CN(CCC1)C)C#N)C 6-(2-ethoxymethoxy-4-formylphenyl)-5-methyl-3-((1-methylpiperidin-3-yl)amino)pyridazine-4-carbonitrile